5H-PYRROLO[3,2-B:5,4-C']DIPYRIDIN N1=C2C(=CC=C1)NC=1C=NC=CC12